Cl.CN(CC1C(OCC1)(C1=CC=CC=C1)C1=CC=CC=C1)C tetrahydro-N,N-dimethyl-2,2-diphenyl-3-furanmethanamin hydrochlorid